NC1=NC=2C=CC(=CC2C2=C1[C@H](OC2)C)C(=O)N2[C@H](COC[C@H]2C2=NC=C(C=C2)C(F)(F)F)C ((3R)-4-amino-3-methyl-1,3-dihydrofuro[3,4-c]quinolin-8-yl)((3S,5R)-3-methyl-5-(5-(trifluoromethyl)-2-pyridinyl)-4-morpholinyl)methanone